platinum (0) divinyl-tetraphenyl-disiloxane C(=C)[Si](O[Si](C1=CC=CC=C1)(C1=CC=CC=C1)C1=CC=CC=C1)(C1=CC=CC=C1)C=C.[Pt]